C(C)(C)C1=C(C=CC=C1)C1N(CCN(C1)CC=1N=COC1)C1CC2(C1)CCN(CC2)C(=O)OC(C)(C)C tert-butyl 2-(2-(2-isopropylphenyl)-4-(oxazol-4-ylmethyl) piperazin-1-yl)-7-azaspiro[3.5]nonane-7-carboxylate